C(C)N1C([C@@H](OC2(C1)CCN(CC2)CCC(C)C)C)=O (S)-4-ethyl-9-isopentyl-2-methyl-1-oxa-4,9-diazaspiro[5.5]undecan-3-one